N(=[N+]=[N-])C1[NH+](CCN1C)C 2-azido-1,3-dimethylimidazolinium